C1(CC1)[C@H](C)N1C(C2=C(C=C(C=C2C1)C1=NC2=C(C(=NN2C=C1)N)C(=O)NC=1C=NC(=CC1)C)OC(F)(F)F)=O 2-[(S)-1-cyclopropylethyl]-5-{2-amino-3-[(6-methyl-3-pyridylamino)carbonyl]-1,4,7a-triaza-5-indenyl}-7-trifluoromethoxy-1-isoindolinone